N1N=NN=C1CC=1C(=NN(C1CC)CC1=CC=C(C=C1)NC(=O)C=1C=C2C(C(NC(C2=CC1)=O)=O)=O)CC N-(4-((4-((1H-tetrazol-5-yl)methyl)-3,5-diethyl-1H-pyrazol-1-yl)methyl)phenyl)-1,3,4-trioxo-1,2,3,4-tetrahydroisoquinoline-6-carboxamide